(4-hydroxy-4-(2-(trifluoromethyl)phenyl)piperidin-1-yl)(1-methyl-1H-indazol-3-yl)methanone OC1(CCN(CC1)C(=O)C1=NN(C2=CC=CC=C12)C)C1=C(C=CC=C1)C(F)(F)F